O=S1(CC(C=C1)C1=C(C(=NC2=C(C=CC=C12)C(=O)N)OC)C(=O)NC1=CSC=C1)=O (1,1-dioxido-2,3-dihydrothiophen-3-yl)-2-methoxy-N-(thiophen-3-yl)quinoline-3,8-dicarboxamide